[Si](C)(C)(C(C)(C)C)OC(CN1C(=NC(=C1C1=CC=CC=C1)C(=N)N)COCC)(C)C 1-{2-[(tert-butyldimethylsilyl)oxy]-2-methylpropyl}-2-(ethoxymethyl)-5-phenyl-1H-imidazole-4-carboxamidine